CC(C)C[O-] iso-butoxide